(2R,3R,4R,5R)-2-(acetoxymethyl)-5-(6-chloro-4-((cyclopentyloxy)amino)-1H-pyrazolo[3,4-d]pyrimidin-1-yl)tetrahydrofuran-3,4-diyl diacetate C(C)(=O)O[C@@H]1[C@H](O[C@H]([C@@H]1OC(C)=O)N1N=CC=2C1=NC(=NC2NOC2CCCC2)Cl)COC(C)=O